C(=C)OCC(CC(C)C)(C)C 2,2,4-trimethylpentyl vinyl ether